tert-butyl (S)-(1-(2-amino-5-bromophenyl)pyrrolidin-3-yl)carbamate NC1=C(C=C(C=C1)Br)N1C[C@H](CC1)NC(OC(C)(C)C)=O